NCCCNCCCCN 1,8-Diamino-4-azaoctane